2-((3-methoxypropyl)sulfinyl)-6-(pyrimidin-5-yl)-4-(trifluoromethyl)thieno[2,3-b]pyridin-3-amine COCCCS(=O)C1=C(C=2C(=NC(=CC2C(F)(F)F)C=2C=NC=NC2)S1)N